ClC1=C(C=C(C=C1)C(CCCC(=O)O)C)CNC1(CC1)C=1C=NC=CC1C1=C(C=CC=C1)OC1CC1 5-[4-chloro-3-[([1-[4-(2-cyclopropoxyphenyl)pyridin-3-yl]cyclopropyl]amino)methyl]phenyl]hexanoic acid